9,9-bis(3,4-di(2-glycidoxyethoxy)phenyl)fluorene C(C1CO1)OCCOC=1C=C(C=CC1OCCOCC1CO1)C1(C2=CC=CC=C2C=2C=CC=CC12)C1=CC(=C(C=C1)OCCOCC1CO1)OCCOCC1CO1